N6,N6-dimethyl-N1-(4-(trifluoromethoxy)phenyl)isoquinoline-1,6-diamine CN(C=1C=C2C=CN=C(C2=CC1)NC1=CC=C(C=C1)OC(F)(F)F)C